CN1[C@H](CCC1=O)C(=O)NC1=CC(=CC=2CC(OC21)C)OC2=NC=C(C=C2)C(F)(F)F (2R)-1-methyl-N-(2-methyl-5-((5-(trifluoromethyl)pyridin-2-yl)oxy)-2,3-dihydrobenzofuran-7-yl)-5-oxopyrrolidine-2-carboxamide